N1(CCCC1)CCOC=1C=C(N)C=C(C1)C(F)(F)F 3-(2-(pyrrolidin-1-yl)ethoxy)-5-(trifluoromethyl)aniline